6-(2-amino-5-(3-((ethyl(methyl)amino)methyl)-4-methoxyphenyl)-6-fluoropyridin-3-yl)-4-methylisoquinolin-1(2H)-one NC1=NC(=C(C=C1C=1C=C2C(=CNC(C2=CC1)=O)C)C1=CC(=C(C=C1)OC)CN(C)CC)F